(R)-6-(1-(1-(1-acryloyl-3-fluoroazetidine-3-carbonyl)piperidin-4-yl)-5-methyl-1H-1,2,3-triazol-4-yl)-4-(2-hydroxy-1-(pyridin-2-yl)ethoxy)pyrazolo[1,5-a]pyridine-3-carbonitrile C(C=C)(=O)N1CC(C1)(C(=O)N1CCC(CC1)N1N=NC(=C1C)C=1C=C(C=2N(C1)N=CC2C#N)O[C@@H](CO)C2=NC=CC=C2)F